CC=1N=NC(=NN1)C=1N=CN(C1)C 3-Methyl-6-(1-methyl-1H-imidazol-4-yl)-1,2,4,5-tetrazine